ClC=1C(=C(C=CC1)C([2H])([2H])N1C(CC(CC1)(C(=O)O)CC1=NC(=CC=C1F)NC=1SC=CN1)(C)C)F ((3-chloro-2-fluorophenyl)methyl-d2)-4-((3-fluoro-6-(thiazol-2-ylamino)pyridin-2-yl)methyl)-2,2-dimethylpiperidine-4-carboxylic acid